CC1=C(C(=CC(=C1)C)C)S1C=2C=CC=CC2SC2=CC=CC=C12 5-(2,4,6-trimethylphenyl)thianthrene